C(C)(C)(C)OC1CCN(CC1)CC1=CC(=C(CNC2=C3C(N(C(C3=CC=C2)=O)C2C(NC(CC2)=O)=O)=O)C=C1)F 4-(4-((4-tert-butoxypiperidin-1-yl)methyl)-2-fluorobenzylamino)-2-(2,6-dioxopiperidin-3-yl)isoindoline-1,3-dione